CC1=CC(=NN1C1CC2(CN(C2)C(=O)OC(C)(C)C)C1)C=1C=C2C=NN(C2=CC1)C tert-butyl 6-(5-methyl-3-(1-methyl-1H-indazol-5-yl)-1H-pyrazol-1-yl)-2-azaspiro[3.3]Heptane-2-carboxylate